N-(propylsulfanyl)propane-1-sulfonamide C(CC)SNS(=O)(=O)CCC